C(C1=CC=CC=C1)OC1=C(O[Si](C)(C)C(C)(C)C)C=C(C=C1)CBr (2-(benzyloxy)-5-(bromomethyl)phenoxy)(tert-butyl)dimethylsilane